C(C)(C)N1CCN(CC1)C(=O)O[C@@H]1CC[C@H](CC1)C(N(C[C@@H]1CC[C@H](CC1)C1=NC(=C(C=C1)OC)C)C1=NC=CC(=C1)C=1N=C(OC1)C1CC1)=O trans-4-((4-(2-Cyclopropyloxazol-4-yl)pyridine-2-yl)-((trans-4-(5-meth-oxy-6-methylpyridin-2-yl)cyclohexyl)-methyl)carbamoyl)-cyclohexyl 4-iso-propylpiperazine-1-carboxylate